Allyl (6S,9S)-6,9-bis(4-diazo-3-oxobutyl)-2-methyl-4,7,10-trioxo-14,17,20-trioxa-2,5,8,11-tetraazatricosan-23-oate [N+](=[N-])=CC(CC[C@H](NC(CN(C)C)=O)C(N[C@H](C(NCCOCCOCCOCCC(=O)OCC=C)=O)CCC(C=[N+]=[N-])=O)=O)=O